[Br-].NC(C)C1=NC=CN1C L-1-aminoethyl-3-methylimidazole bromide salt